5-(2-hydroxyethyl)-6-methoxy-4-(methoxymethoxy)-2-(4-methoxyphenethyl)isoindoline OCCC=1C(=C2CN(CC2=CC1OC)CCC1=CC=C(C=C1)OC)OCOC